C[C@@H]1CN(C[C@H](N1)C)C=1C=NN2C1C=CC(=C2)C=2C=NN(C2)C 3-((3R,5R)-3,5-dimethylpiperazin-1-yl)-6-(1-methyl-1H-pyrazol-4-yl)pyrazolo[1,5-a]pyridine